CN([C@@H](CCNC(=O)N[C@H]1CC2=CC=CC=C2CC1)C1=CSC=C1)C 1-((S)-3-(dimethylamino)-3-(thiophen-3-yl)propyl)-3-((R)-1,2,3,4-tetrahydronaphthalen-2-yl)urea